1,7-NAPHTHYRIDINE-3-CARBOXYLATE N1=CC(=CC2=CC=NC=C12)C(=O)[O-]